methyl (R)-1-(4-(5-(3-hydroxy-1-methyl-2-oxopyrrolidin-3-yl)isoxazol-3-yl)pyridin-2-yl)-1H-indazole-3-carboxylate O[C@@]1(C(N(CC1)C)=O)C1=CC(=NO1)C1=CC(=NC=C1)N1N=C(C2=CC=CC=C12)C(=O)OC